1-(isoquinolin-1-yl)-5-(trifluoromethyl)-1H-pyrazole-4-carboxylic acid C1(=NC=CC2=CC=CC=C12)N1N=CC(=C1C(F)(F)F)C(=O)O